FC1=CC=C(C=N1)OCCCN1CCN(CC1)C1=C2C=CNC2=CC=C1 4-(4-(3-((6-fluoropyridin-3-yl)oxy)propyl)piperazin-1-yl)-1H-indole